N-(5-bromo-2-methylpyrimidin-4-yl)-N-(2,4-dimethylpyridin-3-yl)acetamide BrC=1C(=NC(=NC1)C)N(C(C)=O)C=1C(=NC=CC1C)C